3-[4-(2-methoxy-2-oxoethyl)-3-nitrophenyl]azetidine-1-carboxylic acid tert-butyl ester C(C)(C)(C)OC(=O)N1CC(C1)C1=CC(=C(C=C1)CC(=O)OC)[N+](=O)[O-]